7-octadecenal C(CCCCCC=CCCCCCCCCCC)=O